(1R,3S,5R)-2-(2-(3-acetyl-5-(2-methylpyrazolo[1,5-a]pyrimidin-6-yl)-1H-indazol-1-yl)acetyl)-N-(2-fluoro-3-(trifluoromethyl)phenyl)-5-methyl-2-azabicyclo[3.1.0]hexane-3-carboxamide C(C)(=O)C1=NN(C2=CC=C(C=C12)C=1C=NC=2N(C1)N=C(C2)C)CC(=O)N2[C@@H]1C[C@@]1(C[C@H]2C(=O)NC2=C(C(=CC=C2)C(F)(F)F)F)C